2,2,6,6-tetramethyl-1-(octyloxy)piperidin-4-yl-decanedioic acid CC1(N(C(CC(C1)C(C(=O)O)CCCCCCCC(=O)O)(C)C)OCCCCCCCC)C